OC=1C=C(C=CC1)C1=NC=2C(=C3C(=NC2)NC=C3)N1C1CN(CC1)C(=O)NCC(F)(F)F 3-(2-(3-Hydroxyphenyl)imidazo[4,5-d]pyrrolo[2,3-b]pyridin-1(6H)-yl)-N-(2,2,2-trifluoroethyl)pyrrolidine-1-Carboxamide